7-chloro-2-(2-cyclopropyl-4-methoxyphenyl)-3-(oxazol-5-ylmethyl)-4-oxo-3,4-dihydrobenzo[4,5]thieno[2,3-d]pyrimidin-8-yl acetate C(C)(=O)OC1=C(C=CC2=C1SC=1N=C(N(C(C12)=O)CC1=CN=CO1)C1=C(C=C(C=C1)OC)C1CC1)Cl